ethyl (Z)-2-amino-2-(2-(2-fluorobenzoyl)hydrazono)acetate N\C(\C(=O)OCC)=N/NC(C1=C(C=CC=C1)F)=O